8-chloro-5-fluoro-2-(1H-pyrazol-3-yl)isoquinolin-1(2H)-one ClC=1C=CC(=C2C=CN(C(C12)=O)C1=NNC=C1)F